C(C)(C)(C)OC(=O)N1[C@@H](C[C@](CC1)(C)O)C1=CC=CC=C1 (2S,4R)-4-Hydroxy-4-methyl-2-phenyl-piperidine-1-carboxylic acid tert-butyl ester